tert-butyl-((2S)-1-amino-3-(3-fluoro-2-carbonylindolin-3-yl)-1-carbonylpropan-2-yl)carbamic acid C(C)(C)(C)N(C(O)=O)[C@H](C(=C=O)N)CC1(C(NC2=CC=CC=C12)=C=O)F